3-((S)-2-((S)-2,2-dimethylcyclopropane-1-carbonyl)-2,6-diazaspiro[3.4]octane-8-carbonyl)-4-phenyloxazolidin-2-one CC1([C@H](C1)C(=O)N1CC2(C1)CNC[C@H]2C(=O)N2C(OCC2C2=CC=CC=C2)=O)C